2-chloro-N-(2-chloro-4-(3,4-dihydro-2H-pyran-6-yl)pyridin-3-yl)-N-(2-chloropyrimidine-5-carbonyl)pyrimidine-5-carboxamide ClC1=NC=C(C=N1)C(=O)N(C(=O)C=1C=NC(=NC1)Cl)C=1C(=NC=CC1C1=CCCCO1)Cl